C(C1=CC=CC=C1)(=O)O.C(C1=CC=CC=C1)(=O)O.N1=CC(=CC=C1)[C@@H]1[C@H](N=CO1)C(=O)O (4S,5R)-5-(pyridin-3-yl)-4,5-dihydrooxazole-4-carboxylic acid dibenzoate